COC1=CC(=CC2=C1OCO2)C(CC)=O (7-methoxybenzo[d][1,3]dioxol-5-yl)propan-1-one